2-amino-5-(1-ethoxyethyl)-1-(3-((4-methoxybenzyl)oxy)-2,6-dimethylphenyl)-6-methyl-1H-pyrrolo[2,3-b]pyridine-3-carbonitrile NC1=C(C=2C(=NC(=C(C2)C(C)OCC)C)N1C1=C(C(=CC=C1C)OCC1=CC=C(C=C1)OC)C)C#N